(2,5-dibromothiophene-3-yl) alcohol BrC=1SC(=CC1O)Br